C1(CC1)N1N=C2N=C(N=C(C2=C1)S)C(F)(F)F 2-cyclopropyl-6-(trifluoromethyl)-2H-pyrazolo[3,4-d]pyrimidine-4-thiol